N1N=CC=C1C1=CC2=C(N=C(S2)NC2=NC=CC(=C2)CN2CCCC2)C=C1 6-(1H-pyrazol-5-yl)-N-(4-(pyrrolidin-1-ylmethyl)-pyridin-2-yl)benzo[d]-thiazol-2-amine